FC1=CC=C(C=C1)CCC(=O)N1CC2(CCCC2)C(CC1)(O)CN1C=C(C(=CC1=O)C1=CC=CC=C1)C(=O)N(C)C 1-((7-(3-(4-fluorophenyl)propionyl)-10-hydroxy-7-azaspiro[4.5]decan-10-yl)methyl)-N,N-dimethyl-6-oxo-4-phenyl-1,6-dihydropyridine-3-carboxamide